3-(((6,7-dimethoxyquinazolin-4-yl)thio)propoxy)-2-(3,4,5-trimethoxyphenyl)-4H-chromen-4-one COC=1C=C2C(=NC=NC2=CC1OC)SCCCOC1=C(OC2=CC=CC=C2C1=O)C1=CC(=C(C(=C1)OC)OC)OC